(7-(cyclopentylamino)-2-phenyl-1H-indole-5-yl)methanol C1(CCCC1)NC=1C=C(C=C2C=C(NC12)C1=CC=CC=C1)CO